1-{[(4S)-7-fluoro-6-oxo-5-azaspiro[2.4]hept-4-yl]methoxy}-7-(prop-2-yloxy)isoquinoline-6-carboxamide FC1C(N[C@@H](C12CC2)COC2=NC=CC1=CC(=C(C=C21)OC(C)C)C(=O)N)=O